3-(5-(4-amino-2-fluorophenyl)-4-chloro-7H-pyrrolo[2,3-d]pyrimidin-7-yl)cyclopentan-1-ol NC1=CC(=C(C=C1)C1=CN(C=2N=CN=C(C21)Cl)C2CC(CC2)O)F